1-isopropylindol C(C)(C)N1C=CC2=CC=CC=C12